(3-amino-3-(hydroxyimino)propyl)(p-tolyl)phosphinic acid NC(CCP(O)(=O)C1=CC=C(C=C1)C)=NO